C(C)C1=C(C=NC(=C1)C(F)(F)F)S(=O)(=O)N1CC2(CN(C2)C(=O)OC(C)(C)C)C1 tert-butyl 6-((4-ethyl-6-(trifluoromethyl)pyridin-3-yl)sulfonyl)-2,6-diazaspiro[3.3]heptane-2-carboxylate